3-(6-chloro-1H-imidazo[4,5-c]pyridin-2-yl)-5-{2-[(2H3)methyloxy]phenyl}-1,6-naphthyridin-2(1H)-one methanesulfonate CS(=O)(=O)O.ClC1=CC2=C(C=N1)N=C(N2)C=2C(NC1=CC=NC(=C1C2)C2=C(C=CC=C2)OC([2H])([2H])[2H])=O